COC1=CC=C(C=C1)[C@H]1[C@@H](CNCC1)COC1=C(C#N)C=CN=C1 [trans-4-(4-Methoxyphenyl)piperidin-3-yl]methoxyl-isonicotinonitrile